C12[C@H]([C@@H](C(C=C1)C2)C(=O)[O-])C(=O)[O-].C21CCCC(CCC2)B1CCCCC[P+](CCCCCB1C2CCCC1CCC2)(CCCCCB2C1CCCC2CCC1)CCCCCB1C2CCCC1CCC2.C21CCCC(CCC2)B1CCCCC[P+](CCCCCB1C2CCCC1CCC2)(CCCCCB2C1CCCC2CCC1)CCCCCB1C2CCCC1CCC2 Tetra(5-(9-borabicyclo[3.3.1]nonan-9-yl)pentyl)phosphonium (2R,3R)-bicyclo[2.2.1]hept-5-ene-2,3-dicarboxylate